CC1=CC=C(C=C1)S(=O)(=O)Cl toluenesulfonyl chloride